C(CCCCCCCCC)O n-decane-1-ol